O=[N] oxonitrogen